1-(ethylcarbamoyl)-5',6'-dihydrospiro[azetidine-3,4'-pyrrolo[1,2-b]pyrazol]-2'-yl trifluoromethanesulfonate FC(S(=O)(=O)OC=1C=C2N(N1)CCC21CN(C1)C(NCC)=O)(F)F